2-bromo-3-oxo-3-(pyridin-2-yl)propanenitrile BrC(C#N)C(C1=NC=CC=C1)=O